ClC1=CC(=C(C=C1)COC1=NSC=C1)F 3-[(4-chloro-2-fluoro-phenyl)methoxy]isothiazole